tert-butyl 4-((6-(5-cyanopyrazin-2-ylamino)-3-(phenylcarbamoyl)pyridazin-4-ylamino)methyl)piperidine-1-carboxylate C(#N)C=1N=CC(=NC1)NC1=CC(=C(N=N1)C(NC1=CC=CC=C1)=O)NCC1CCN(CC1)C(=O)OC(C)(C)C